tert-butyl (4,4-diethyl-6-oxotetrahydropyrimidin-2(1H)-ylidene)carbamate C(C)C1(NC(NC(C1)=O)=NC(OC(C)(C)C)=O)CC